ClC1=CC=C2C=CC=NC2=C1NS(=O)(=O)C1=CC=NN1C(C)C N-(7-chloro-quinolin-8-yl)-1-iso-propyl-1H-pyrazole-5-sulfonamide